C(C1=CC=CC=C1)OC1=CC(=C(C=C1OCC1=CC=CC=C1)B(O)O)Cl 4,5-BIS(BENZYLOXY)-2-CHLOROPHENYLBORONIC ACID